BrC=1C=C(C=C2C(N(C(=NC12)[C@@H]1OCCCC1)C1CC1)=O)F 8-bromo-3-cyclopropyl-6-fluoro-2-[(2R)-tetrahydropyran-2-yl]quinazolin-4-one